tert-butyl (2S,5R)-4-(1-(1,8-naphthyridin-2-yl) ethyl)-2,5-diethylpiperazine-1-carboxylate N1=C(C=CC2=CC=CN=C12)C(C)N1C[C@@H](N(C[C@H]1CC)C(=O)OC(C)(C)C)CC